3-{[(3S,4S)-3-({2-[(3S)-2,6-dioxopiperidin-3-yl]-1-oxo-2,3-dihydro-1H-isoindol-5-yl}oxy)-4-(methoxymethyl)pyrrolidin-1-yl]methyl}-N,N-dimethylisoquinoline-7-carboxamide O=C1NC(CC[C@@H]1N1C(C2=CC=C(C=C2C1)O[C@@H]1CN(C[C@H]1COC)CC=1N=CC2=CC(=CC=C2C1)C(=O)N(C)C)=O)=O